2-[2-(aminomethyl)-3,3-difluoro-allyl]-4-[[4-(4-methylsulfonylphenyl)phenyl]methyl]-1,2,4-triazol-3-one NCC(CN1N=CN(C1=O)CC1=CC=C(C=C1)C1=CC=C(C=C1)S(=O)(=O)C)=C(F)F